COC=1C=C(C=C(C1)OC)[C@@H]1N=C(OC1)C1=NC(=CC=C1)C=1OC[C@@H](N1)C1=CC(=CC(=C1)OC)OC 2,6-bis((S)-4-(3,5-dimethoxyphenyl)-4,5-dihydrooxazol-2-yl)pyridine